CC1=C(C(=NN1)C1=CC(=NC=C1)N1CCOCC1)C1=CC=C(C=C1)C=1C=C(C=CC1)S(=O)(=O)N 3-[4-[5-methyl-3-(2-morpholino-4-pyridyl)-1H-pyrazol-4-yl]phenyl]benzenesulfonamide